4-fluoro-7-methyl-19-(oxan-2-yl)-8,14-dioxa-10,19,20-triazatetracyclo[13.5.2.12,6.018,21]tricosa-1(20),2(23),3,5,15(22),16,18(21)-heptaen-9-one FC1=CC=2C3=NN(C=4C=CC(OCCCNC(OC(C(=C1)C2)C)=O)=CC34)C3OCCCC3